tert-butyl 4-[8-({8-fluoro-2-methylimidazo[1,2-a]pyridin-6-yl}carbamoyl)-2-methoxyquinolin-5-yl]piperazine-1-carboxylate FC=1C=2N(C=C(C1)NC(=O)C=1C=CC(=C3C=CC(=NC13)OC)N1CCN(CC1)C(=O)OC(C)(C)C)C=C(N2)C